ClC=1C=C2C(=CN=C(C2=CN1)NC)/C=C/C1=CC=C(OCCC#N)C=C1 (E)-3-(4-(2-(6-chloro-1-(methylamino)-2,7-naphthyridin-4-yl)vinyl)phenoxy)propionitrile